C(C)(=O)OCCOC(C)=O.[Na] sodium ethylene glycol diacetate